C(C)OC(C(C(F)(F)F)(C(F)(F)F)F)(C(C(C(F)(F)F)(F)F)(F)F)F 3-Ethoxyperfluoro(2-methylhexan)